N-((1s,3s)-3-(4-hydroxy-3-methyl-4,7-dihydro-3H-pyrrolo[3',2':5,6]pyrido[3,4-d][1,2,3]diazaborinin-1-yl)cyclobutyl)propane-1-sulfonamide OB1N(N=C(C2=C1C=NC1=C2C=CN1)C1CC(C1)NS(=O)(=O)CCC)C